C(C)(C)(C)OC(=O)N(C1=C2N=CN(C2=NC=N1)CC1=C(C=C(C=C1Br)Cl)N1C[C@](CC1)(C(=O)OC)NC(=O)OC(C)(C)C)C(=O)OC(C)(C)C methyl (R)-1-(2-((6-(bis(tert-butoxycarbonyl)amino)-9H-purin-9-yl)methyl)-3-bromo-5-chlorophenyl)-3-((tert-butoxycarbonyl)amino)pyrrolidine-3-carboxylate